[Na+].FC1=CC=C(C=C1)C=1C=C2C(=NC=NC2=C(C1)OCC(=O)[O-])NCC=1N=NC(=CC1)C 2-[6-(4-fluorophenyl)-4-[(6-methylpyridazin-3-yl)methylamino]quinazolin-8-yl]oxyacetic acid, sodium salt